6-(2,6-difluoro-4-(1-isopropyl-2H-indazol-4-yl)benzyl)-6,7-dihydro-5H-pyrrolo[3,4-b]pyridin-5-one-7,7-d2 FC1=C(CN2C(C3=NC=CC=C3C2=O)([2H])[2H])C(=CC(=C1)C1=C2CNN(C2=CC=C1)C(C)C)F